OCNNCC N-hydroxymethylaminoethylamine